OC=1C=C2C=C(C(=C(C2=C(C1)C)C)C(=O)O)C 6-hydroxy-1,3,8-trimethyl-2-naphthoic acid